6-((cyclopropylamino)methyl)-nicotinonitrile C1(CC1)NCC1=NC=C(C#N)C=C1